4-phenyl-5-tertiary butyl-phenyl-1,2,4-triazole C1(=CC=CC=C1)C1=CC=C(C=C1C(C)(C)C)C1=NNC=N1